FC1(OC2=C(O1)C=CC=C2C=O)F 2,2-difluoro-1,3-benzodioxolane-4-formaldehyde